N-[4-[2-(3-chlorophenyl)piperazine-1-carbonyl]-3-(2-oxa-7-azaspiro[3.4]octan-7-yl)phenyl]cyclopropanecarboxamide ClC=1C=C(C=CC1)C1N(CCNC1)C(=O)C1=C(C=C(C=C1)NC(=O)C1CC1)N1CCC2(COC2)C1